ClC1=NC(=CC(=C1)C(/C=C/C(=O)NCCCNC(OC(C)(C)C)=O)(F)F)Cl tert-Butyl N-[3-[[(E)-4-(2,6-dichloro-4-pyridyl)-4,4-difluoro-but-2-enoyl]amino]propyl]carbamate